CC1=CC=C(C=C(CO)CCCCC)C=C1 2-(4-methyl-benzylidene)heptanol